C(CC)C1=CC=C(C=C1)[C@@H]1CC[C@H](CC1)C=C 1-propyl-4-(trans-4-vinyl-cyclohexyl)benzene